ClC1=C(CNC(C(C)C)=O)C=CC(=C1C=1NC(C=C(N1)C1=NC=C(C=C1)Cl)=O)F N-{2-chloro-3-[4-(5-chloropyridin-2-yl)-6-oxo-1,6-dihydropyrimidin-2-yl]-4-fluorobenzyl}isobutyramide